N-methyl-N-(5-(trifluoromethyl)-6-((5-(1,2,2-trimethyl-2,3-dihydro-1H-pyrrolo[2,3-c]pyridin-5-yl)-1,2,4-thiadiazol-3-yl)amino)pyridin-3-yl)acetamide CN(C(C)=O)C=1C=NC(=C(C1)C(F)(F)F)NC1=NSC(=N1)C=1C=C2C(=CN1)N(C(C2)(C)C)C